2-(5-((3-(cyclopropylmethyl)-2,4,5-trioxoimidazolidin-1-yl)methyl)-1,2,4-oxadiazol-3-yl)-N-(3-hydroxypropyl)-N-(2-methoxyphenyl)acetamide C1(CC1)CN1C(N(C(C1=O)=O)CC1=NC(=NO1)CC(=O)N(C1=C(C=CC=C1)OC)CCCO)=O